2-(isoindolin-2-ylmethyl)-5-((1-(methylsulfonyl)-1,2,3,6-tetrahydropyridin-4-yl)methoxy)-4H-pyran-4-one C1N(CC2=CC=CC=C12)CC=1OC=C(C(C1)=O)OCC=1CCN(CC1)S(=O)(=O)C